3-ethyl-7-(((1R,6S)-5-(3-(methylamino)isoxazolo[4,5-b]pyridine-6-yl)-2,5-diazabicyclo[4.2.0]oct-2-yl)methyl)-1,5-naphthyridin-2(1H)-one C(C)C=1C(NC2=CC(=CN=C2C1)CN1[C@@H]2CC[C@@H]2N(CC1)C=1C=C2C(=NC1)C(=NO2)NC)=O